FC=1C=2N(C=C(C1)[N+](=O)[O-])C(=CN2)C 8-fluoro-3-methyl-6-nitroimidazo[1,2-a]pyridine